C(C1=CC=CC=C1)N1CCN(CC1)C1=C(C=CC=C1)CBr 1-benzyl-4-(2-(bromomethyl)phenyl)piperazine